8-iodo-4,6-dimethylnonyl octyloxymethyl ether C(CCCCCCC)OCOCCCC(CC(CC(C)I)C)C